(1R,2R)-(-)-1,2-cyclohexanediamine platinum(II) mesylate S(C)(=O)(=O)[O-].[Pt+2].[C@@H]1([C@@H](CCCC1)N)N.S(C)(=O)(=O)[O-]